OCCCC(C(=O)N)=C hydroxypropylacryl-amide